CN1N=C(C=C1C(=O)N[C@H](C)C1=NC(=NS1)C1=CC(=NC=C1)C)C(F)(F)F (R)-1-methyl-N-(1-(3-(2-methylpyridin-4-yl)-1,2,4-thiadiazol-5-yl)ethyl)-3-(trifluoromethyl)-1H-pyrazole-5-carboxamide